1-[(4,5-dichloro-2-hydroxyphenyl)methyl]-4-(hydroxymethyl)piperidin-4-ol ClC1=CC(=C(C=C1Cl)CN1CCC(CC1)(O)CO)O